C(#N)C1(CC1)C=1C=C(C(=O)N[C@@H](C)C=2N(N=CN2)C2=NN(C(C=C2)=O)C)C=C(C1)C(F)(F)F 3-(1-cyanocyclopropyl)-N-[(1S)-1-[2-(1-methyl-6-oxo-pyridazin-3-yl)-1,2,4-triazol-3-yl]ethyl]-5-(trifluoromethyl)benzamide